2-phenyl-3,3-bis(4-cyanooxyphenyl)phthalimide C1(=CC=CC=C1)C12C(C(=O)NC1=O)=CC=CC2(C2=CC=C(C=C2)OC#N)C2=CC=C(C=C2)OC#N